(2S,5R)-4-(cyano(4-fluorophenyl)methyl)-2,5-dimethylpiperazine-1-carboxylic acid tert-butyl ester C(C)(C)(C)OC(=O)N1[C@H](CN([C@@H](C1)C)C(C1=CC=C(C=C1)F)C#N)C